C(CCC)N1C=C(C2=CC(=CC=C12)CN1CCC(CC1)CN1CCN(CC1)C=1C=C2C(N(C(C2=CC1)=O)C1C(NC(CC1)=O)=O)=O)C1=CC=C(C=C1)OC(F)(F)F 5-(4-((1-((1-butyl-3-(4-(trifluoromethoxy)phenyl)-1H-indol-5-yl)methyl)piperidin-4-yl)methyl)piperazin-1-yl)-2-(2,6-dioxopiperidin-3-yl)isoindoline-1,3-dione